3-[1H-pyrrolo[2,3-c]pyridin-1-yl]isoquinolin-7-ol tert-butyl-(8-(4,4-difluoropiperidin-1-yl)-[1,2,4]triazolo[4,3-a]pyrazine-6-yl)carbamate C(C)(C)(C)N(C(=O)OC1=CC=C2C=C(N=CC2=C1)N1C=CC=2C1=CN=CC2)C=2N=C(C=1N(C2)C=NN1)N1CCC(CC1)(F)F